C(C)(SCC(=O)N(C)C1CCC1)=O S-(2-(cyclobutyl(methyl)amino)-2-oxoethyl) ethanethioate